N-(4-cyanobutyl)-4-methoxybenzenesulfonamide C(#N)CCCCNS(=O)(=O)C1=CC=C(C=C1)OC